2-methyl-3-(4-(trifluoromethoxy)phenyl)azetidine-1-carboxylic acid tert-butyl ester C(C)(C)(C)OC(=O)N1C(C(C1)C1=CC=C(C=C1)OC(F)(F)F)C